4-allylcatechol C(C=C)C=1C=C(C(O)=CC1)O